2-((4-((R)-2-(4-chloro-2-(methoxy-d3)phenyl)-4-fluoro-2H-chromen-8-yl-2-d)piperidine-1-yl)methyl)-1-(((S)-oxetan-2-yl)methyl)-1H-benzo[d]imidazole-6-carboxylic acid ClC1=CC(=C(C=C1)[C@@]1(OC2=C(C=CC=C2C(=C1)F)C1CCN(CC1)CC1=NC2=C(N1C[C@H]1OCC1)C=C(C=C2)C(=O)O)[2H])OC([2H])([2H])[2H]